[K+].N[C@@H](CC(=O)[O-])C(=O)[O-].[K+] L-aspartic acid potassium salt